1-cyanomethyl-pseudouridine triphosphate P(O)(=O)(OP(=O)(O)OP(=O)(O)O)OC[C@@H]1[C@H]([C@H]([C@@H](O1)C1=CN(C(=O)NC1=O)CC#N)O)O